CC1=CC=C(C=C1)S(=O)(=O)N(C1CCN(CC1)CC1=C(C=CC(=C1)Br)OCC1=CC=C(C=C1)Cl)CC=C 4-methyl-N-allyl-N-(1-(5-bromo-2-(p-chlorobenzyloxy)benzyl)-4-piperidinyl)benzenesulfonamide